FC1(C(CNC1)OC=1N=CC(=NC1C)C1=CNC2=C(C=CC=C12)C#N)F 3-[5-[(4,4-difluoropyrrolidin-3-yl)oxy]-6-methylpyrazin-2-yl]-1H-indole-7-carbonitrile